4-[(3R)-oxolan-3-yloxy]pyridine-3-carboxamide methyl-9-(2-chlorophenyl)-3-ethyl-16-thia-2,4,5,8-tetraazatetracyclo[8.6.0.02,6.011,15]hexadeca-1(10),3,5,8,11(15)-pentaene-13-carboxylate COC(=O)C1CC=2C=3C(=NCC4=NN=C(N4C3SC2C1)CC)C1=C(C=CC=C1)Cl.O1C[C@@H](CC1)OC1=C(C=NC=C1)C(=O)N